C(C)(C)(C)N(C(O)=O)C(CC1CCC(CC1)S(N)(=O)=O)(C)C.COC1=CC2=C(NC(=N2)[S@@](=O)CC2=NC=C(C(=C2C)OC)C)C=C1 (S)-5-methoxy-2-[(4-methoxy-3,5-dimethyl-2-pyridyl)methyl]sulfinyl-1H-benzimidazole tert-Butyl-(2-methyl-1-((1r,4r)-4-sulfamoylcyclohexyl)propan-2-yl)carbamate